(E)-N8-hydroxy-N1-(1-methoxypropan-2-yl)-2-((naphthalen-1-yloxy)methyl)-2-octenediamide ONC(CCCC/C=C(/C(=O)NC(COC)C)\COC1=CC=CC2=CC=CC=C12)=O